2-[[4-methyl-3-(trifluoromethyl)-1H-pyrazol-5-yl]methyl]-2,6-diazaspiro[3.3]heptane CC=1C(=NNC1CN1CC2(C1)CNC2)C(F)(F)F